C(C)(C)C1C(CC(CC1)C)OC1=C(N)C=CC=C1 2-((2-isopropyl-5-methylcyclohexyl)oxy)aniline